[Cl-].C1(=C(C=CC=C1)C(C(=O)OC1[N+](CCC1)(C)C)O)C1=CC=CC=C1 (2-([1,1'-biphenyl]-2-yl)-2-hydroxyacetoxy)-1,1-dimethylpyrrolidin-1-ium chloride